N-(4-(3-aminopyrrolidin-1-yl)-1,2-dimethyl-1H-benzo[d]imidazol-5-yl)-2-(5-fluoro-2-methoxyphenyl)-3-oxo-2,3-dihydropyridazine-4-carboxamide NC1CN(CC1)C1=C(C=CC=2N(C(=NC21)C)C)NC(=O)C=2C(N(N=CC2)C2=C(C=CC(=C2)F)OC)=O